(Z)-2-(cyclopropylmethyl)-6-(3-(2,3-difluorophenoxy)-6-(2-fluoro-2-(1-(pyridazin-4-yl)-1H-pyrazol-3-yl)vinyl)-2-(trifluoromethyl)phenyl)-2,6-diazaspiro[3.5]nonane C1(CC1)CN1CC2(C1)CN(CCC2)C2=C(C(=CC=C2\C=C(\C2=NN(C=C2)C2=CN=NC=C2)/F)OC2=C(C(=CC=C2)F)F)C(F)(F)F